C(C)(C)(C)OC(=O)N1C[C@@H](CCC1)NC=1N=NC(=C2C1N=CC=C2)C2=C(C=C(C=C2)C#C)O (R)-3-((5-(4-ethynyl-2-hydroxyphenyl)pyrido[2,3-d]pyridazin-8-yl)amino)piperidine-1-carboxylic acid tert-butyl ester